(2,4-dimethoxyphenyl)imidazole-5-carboxylic acid methyl ester COC(=O)C1=CN=C(N1)C1=C(C=C(C=C1)OC)OC